ClC=1N=CC2=C(N1)N(C(=C2)C=O)C2CCCC2 2-chloro-7-cyclopentyl-7H-pyrrolo[2,3-d]pyrimidine-6-carbaldehyde